(5RS)-3-{2-chloro-5-[3-(difluoromethyl)phenoxy]Pyridin-4-yl}-5-{2-chloro-4-[(3RS)-tetrahydrofurane-3-yl]Benzyl}-5,6-dihydro-4H-1,2,4-oxadiazine ClC1=NC=C(C(=C1)C1=NOC[C@H](N1)CC1=C(C=C(C=C1)[C@@H]1COCC1)Cl)OC1=CC(=CC=C1)C(F)F |r|